(5R)-5-ethyl-3-(4-{[3-(methyloxy)phenyl]oxy}phenyl)-2,4-imidazolidinedione C(C)[C@@H]1C(N(C(N1)=O)C1=CC=C(C=C1)OC1=CC(=CC=C1)OC)=O